BrC1=CC(=C(C(=O)NCC2(CC2)F)C=C1)OC 4-Bromo-N-[(fluorocyclopropyl)methyl]-2-methoxybenzamide